ClC1=CC=C(CNC(=O)NCCCCC2CCN(CC2)CC2=NC(=CC=C2)C)C=C1 1-(4-chlorobenzyl)-3-(4-(1-(6-methylpicolinyl)piperidin-4-yl)butyl)urea